5-methoxypyrimido[5,4-e][1,2,4]triazine COC1=NC=NC2=C1N=CN=N2